ClC1=CC(=C(C=C1)/C=C/C(=O)N[C@@H](CC(C)C)C(=O)NN)F (E)-3-(4-chloro-2-fluoro-phenyl)-N-[(1S)-1-(hydrazinocarbonyl)-3-methyl-butyl]prop-2-enamide